CC1=CC=CC(=N1)C1=NC=CC(=N1)NC1=NC(=NC=C1)NC1=CC(=CS1)C(=O)OC methyl 5-((4-((2-(6-methylpyridin-2-yl)pyrimidin-4-yl)amino)pyrimidin-2-yl)amino)thiophene-3-carboxylate